tert-butyl alcohol Butyl-(((1r,4r)-4-(((3-chloro-4-cyanophenyl)(5-(3,5-dimethylisoxazol-4-yl)-2-methylphenyl)amino)methyl)cyclohexyl)methyl)carbamate C(CCC)N(C(=O)OC(C)(C)C)CC1CCC(CC1)CN(C1=C(C=CC(=C1)C=1C(=NOC1C)C)C)C1=CC(=C(C=C1)C#N)Cl